C(#N)C1=C(C=CC(=N1)NC(N(CC1=NNC(=C1)C(F)(F)F)C=1C=NC(=NC1)OC)=O)F 3-(6-Cyano-5-fluoropyridin-2-yl)-1-(2-methoxypyrimidin-5-yl)-1-((5-(trifluoromethyl)-1H-pyrazol-3-yl)methyl)urea